(R)-8'-(4-acryloylpiperazin-1-yl)-11'-(5-chloro-2,4-difluorophenyl)-10'-(trifluoromethyl)-2'H,4'H,6'H-spiro[oxetane-3,3'-[1,4]thiazepino[2,3,4-ij]quinazolin]-6'-one C(C=C)(=O)N1CCN(CC1)C1=NC(N2C3=C(C(=C(C=C13)C(F)(F)F)C1=C(C=C(C(=C1)Cl)F)F)SCC1(C2)COC1)=O